1-ethyl-2,3-dimethylimidazolium C(C)N1C(=[N+](C=C1)C)C